C[N+](=C)[O-] N-methylmethanimine oxide